N,N-dimethyl-3-thiothiophenecarboxamide CN(C(=S)C1=CSC=C1)C